methyl 4-(6-bromo-4-cyano-2-methylindazol-3-yl)-2-(difluoromethoxy)benzoate BrC=1C=C(C2=C(N(N=C2C1)C)C1=CC(=C(C(=O)OC)C=C1)OC(F)F)C#N